Methyl (S)-2-(2-(2-phenylbutanoyl)isoindolin-5-yl)benzoate C1(=CC=CC=C1)[C@@H](C(=O)N1CC2=CC=C(C=C2C1)C1=C(C(=O)OC)C=CC=C1)CC